2-(2-(dimethylamino)ethyl)-6-morpholino-2H-indazol-5-amine CN(CCN1N=C2C=C(C(=CC2=C1)N)N1CCOCC1)C